BrC1=NN(C(=C1)C=1OC(C2=C(N1)C(=CC(=C2)Cl)Cl)=O)C2=NC=C(C=C2Cl)Cl 2-[3-bromo-1-(3,5-dichloropyridin-2-yl)-1H-5-pyrazolyl]-6,8-dichloro-4H-benzo[d][1,3]oxazin-4-one